7-cyano-N-((S)-1-((3R,5'S)-5'-ethynyl-2-oxospiro[indoline-3,3'-pyrrolidin]-1'-yl)-4-fluoro-4-methyl-1-oxopentan-2-yl)-1H-indole-2-carboxamide C(#N)C=1C=CC=C2C=C(NC12)C(=O)N[C@H](C(=O)N1C[C@]2(C[C@H]1C#C)C(NC1=CC=CC=C12)=O)CC(C)(C)F